FC=1C=C2CN(CC2=CC1)C1=NC2=C(C=C(C=C2C(N1C)=O)C)C(C)NC1=C(C=CC=C1)S(=O)(=O)N ((1-(2-(5-fluoroisoindolin-2-yl)-3,6-dimethyl-4-oxo-3,4-dihydroquinazolin-8-yl)ethyl)amino)benzenesulfonamide